(S)-N-(1-(3,4-dichlorophenyl)-2-(dimethylamino)ethyl)-4-(3-fluorophenoxy)benzenesulfonamide ClC=1C=C(C=CC1Cl)[C@@H](CN(C)C)NS(=O)(=O)C1=CC=C(C=C1)OC1=CC(=CC=C1)F